dichlorobenzoate ClC=1C(=C(C(=O)[O-])C=CC1)Cl